(2R)-2-(6-{5-chloro-2-[(oxan-4-yl)amino]pyrimidin-4-yl}-1-oxo-2,3-dihydro-1H-isoindol-2-yl)-N-[(1R)-1-[2-(dimethylamino)-6-methylpyridin-4-yl]ethyl]propanamide ClC=1C(=NC(=NC1)NC1CCOCC1)C1=CC=C2CN(C(C2=C1)=O)[C@@H](C(=O)N[C@H](C)C1=CC(=NC(=C1)C)N(C)C)C